N-(2-fluoro-4-(piperazin-1-yl)phenyl)-6-(2-methoxyphenyl)-8,9-dihydroimidazo[1',2':1,6]pyrido[2,3-d]pyrimidin-2-amine FC1=C(C=CC(=C1)N1CCNCC1)NC=1N=CC2=C(N1)N1C(C(=C2)C2=C(C=CC=C2)OC)=NCC1